di-(n-hexyl)amine C(CCCCC)NCCCCCC